FC=1C(=C(C=CC1F)[C@@H]1[C@@H](O[C@]([C@H]1C)(C(F)(F)F)C)C(=O)NC1=CC(=NC=C1)C(=O)N)O 4-((2R,3R,4S,5R)-3-(3,4-difluoro-2-hydroxyphenyl)-4,5-dimethyl-5-(trifluoromethyl)tetrahydrofuran-2-carboxamido)picolinamide